3-(4-bromophenyl)-4-(hydroxymethyl)pyridin-2(1H)-one BrC1=CC=C(C=C1)C=1C(NC=CC1CO)=O